BrC=1C=C(C=CC1)[C@@H](C)NC1=NC(=NC2=CC(=C(C=C12)OC)OCCCCCCCOC(C1=CC=CC=C1)(C1=CC=CC=C1)C1=CC=CC=C1)C (R)-N-(1-(3-bromophenyl)ethyl)-6-methoxy-2-methyl-7-((7-(trityloxy)heptyl)-oxy)quinazolin-4-amine